4-(2-(6-Methyl-3,4-dihydroquinolin-1(2H)-yl)ethyl)aniline CC=1C=C2CCCN(C2=CC1)CCC1=CC=C(N)C=C1